2,4-dichloro-6-iodopyridin-3-amine ClC1=NC(=CC(=C1N)Cl)I